6-(3-bromo-2-chloro-phenyl)-2,3-dihydro-1,4-benzodioxine BrC=1C(=C(C=CC1)C1=CC2=C(OCCO2)C=C1)Cl